C(C)(C)(C)[Si](C)(C)OC(CCCCCCCCC)CCCCCCCCCC#CCCCCCCOCC1=CC=C(C=C1)OC tert-butyl((27-((4-methoxybenzyl)oxy)heptacos-20-yn-10-yl)oxy)dimethylsilane